isopentyl-triphenylphosphine C(CC(C)C)C1=C(C=CC=C1)P(C1=CC=CC=C1)C1=CC=CC=C1